ClC1=CC=C(C=C1)N1N=C(C=C1)OCCC1=C(C=CC=C1C)N1N=NN(C1=O)C 1-(2-{[1-(4-chlorophenyl)pyrazol-3-yl]oxyethyl}-3-methylphenyl)-1,4-dihydro-4-methyl-5H-tetrazol-5-one